5-benzyl-2,2-dimethyl-4-oxo-N-(4-phenylbutyl)piperidine-1-carboxamide C(C1=CC=CC=C1)C1C(CC(N(C1)C(=O)NCCCCC1=CC=CC=C1)(C)C)=O